N1(N=CC=C1)C1=NC=CC(=C1C1=NC2=C(N1)C=CC=C2)N2N=CC=C2 2-(2,4-bis(1H-pyrazol-1-yl)pyridin-3-yl)-1H-benzo[d]imidazole